C(C)OC1=C(C(=C(C=C1)C=1N=NN(C1)[C@H](C(=O)N1[C@@H](C[C@H](C1)O)C(=O)NC)C(C)(C)C)F)F (2S,4r)-1-[(2S)-2-[4-(4-ethoxy-2,3-difluoro-phenyl)triazol-1-yl]-3,3-dimethyl-butyryl]-4-hydroxy-N-methyl-pyrrolidine-2-carboxamide